2-((3-cyclopropoxy-1H-pyrazol-4-yl)amino)-7'-((1R,3R)-3-hydroxycyclohexyl)spiro[cyclopropane-1,5'-pyrrolo[2,3-d]pyrimidin]-6'(7'H)-one C1(CC1)OC1=NNC=C1NC1CC12C(N(C=1N=CN=CC12)[C@H]1C[C@@H](CCC1)O)=O